BrC=1C=C(C=CC1)C1=CC(=CC=C1)[Si](C1=CC=CC=C1)(C1=CC=CC=C1)C1=CC=CC=C1 (3'-bromo-[1,1'-biphenyl]-3-yl)triphenylsilane